C(C=C)(=O)OC1=C(C=C(C=C1)C)C methyl-4-methylphenyl acrylate